CC1=CC2=CC=CC=C2OC1=O Methylcoumarin